N-(5-cyano-4-((1-(5-methylthiophen-2-yl)ethyl)amino)pyridin-2-yl)-7-formyl-6-((4-methyl-2-oxopiperazin-1-yl)methyl)-3,4-dihydro-1,8-naphthyridine-1(2H)-carboxamide C(#N)C=1C(=CC(=NC1)NC(=O)N1CCCC2=CC(=C(N=C12)C=O)CN1C(CN(CC1)C)=O)NC(C)C=1SC(=CC1)C